FC(C1=CC=C(C(=N1)OC)NC(OC(C)(C)C)=O)F tert-butyl (6-(difluoromethyl)-2-methoxypyridin-3-yl)carbamate